chloro(difluoro)acetic anhydrid ClC(C(=O)OC(C(Cl)(F)F)=O)(F)F